N-((1R)-1-(3-(2,2-difluorocyclopropyl)-2-fluorophenyl)ethyl)-2'-methyl-7'H,9'H-spiro[cyclobutane-1,8'-[1,4]dioxepino[2,3-g]quinazolin]-4'-amine FC1(C(C1)C=1C(=C(C=CC1)[C@@H](C)NC1=NC(=NC2=CC3=C(C=C12)OCC1(CO3)CCC1)C)F)F